FC(COC=1N=CC=C2N3CCNC(C3=CC12)=O)(F)F 6-(2,2,2-trifluoroethoxy)-1,5,11-triazatricyclo[7.4.0.02,7]trideca-2,4,6,8-tetraen-10-one